FC=1C=C(C=CC1F)[C@H]1[C@@H](CN(C1)CCOC)NC(=O)NC1=C(C(=NN1C1=CC=CC=C1)OC[C@H](CC)O)C 1-((3S,4r)-4-(3,4-difluorophenyl)-1-(2-methoxyethyl)pyrrolidin-3-yl)-3-(3-((S)-2-hydroxybutoxy)-4-methyl-1-phenyl-1H-pyrazol-5-yl)urea